benzyl (3aR,4S,5S,6aR)-5-azido-4-(3-(4,4,5,5-tetramethyl-1,3,2-dioxaborolan-2-yl)propyl)-2-(2,2,2-trifluoroethyl)octahydrocyclopenta[c]pyrrole-5-carboxylate N(=[N+]=[N-])[C@@]1([C@H]([C@H]2[C@H](CN(C2)CC(F)(F)F)C1)CCCB1OC(C(O1)(C)C)(C)C)C(=O)OCC1=CC=CC=C1